C1=CC=CC=2C3=CC=CC=C3C(C12)COC(=O)N[C@@H](CCCCNS(=O)(=O)C1=C(C=CC=C1)[N+](=O)[O-])C(=O)O N2-(((9H-Fluoren-9-yl)methoxy)carbonyl)-N6-((2-nitrophenyl)sulfonyl)-L-lysine